ClC1=CC(=C2C(=N1)N(N=N2)[C@H]2[C@@H]([C@@H]([C@H](O2)COCP(O)(O)=O)O)O)NC2CCC2 ((((2R,3S,4R,5R)-5-(5-chloro-7-(cyclobutylamino)-3H-[1,2,3]-triazolo[4,5-b]pyridin-3-yl)-3,4-dihydroxytetrahydrofuran-2-yl)methoxy)methyl)phosphonic acid